ClC1=CC(=NC=C1F)N1CC2=CC(=CC(=C2CC1)S(N)(=O)=O)NC(CC1=C(C=CC=C1)Cl)=O N-(2-(4-chloro-5-fluoropyridin-2-yl)-5-sulfamoyl-1,2,3,4-tetrahydroisoquinolin-7-yl)-2-(2-chlorophenyl)acetamide